C(C)(=O)OCC(CC1=CNC2=CC=C(C=C12)B1OC(C(O1)(C)C)(C)C)(C)C 2,2-dimethyl-3-[5-(4,4,5,5-tetramethyl-1,3,2-dioxaborolan-2-yl)-1H-indol-3-yl]propyl acetate